CC12C3C(C(CC2OB(O1)[C@H](CC=1C(=C(C(=O)OC(C)(C)C)C=CC1)OC)NC(=O)C1(CC1)C1=CC=CC=C1)C3)(C)C tert-butyl 3-((2R)-2-(2,9,9-trimethyl-3,5-dioxa-4-bora-tricyclo[6.1.1.02,6]dec-4-yl)-2-(1-phenylcyclopropanecarboxamido)ethyl)-2-methoxybenzoate